C(C1=CC=CC=C1)OC1=CC=C(C=C1)C=1N=C(C2=C(N1)NC=C2)C=2C=NNC2 (4-(benzyloxy)phenyl)-4-(1H-pyrazol-4-yl)-7H-pyrrolo[2,3-d]pyrimidine